CC1([C@@H]2CCC=3C4=CC[C@H]([C@@H](CCC=C(C)C)C)[C@]4(CCC3[C@]2(CC[C@@H]1O)C)C)C 4,4-dimethyl-5a-cholest-8,14,24-trien-3β-ol